3-(5-(4-(methoxymethyl)-4-(piperazin-1-yl)piperidin-1-yl)-6-methylpyridin-2-yl)piperidine-2,6-dione COCC1(CCN(CC1)C=1C=CC(=NC1C)C1C(NC(CC1)=O)=O)N1CCNCC1